ClC=1C=C(OC=2C=CC=C3CC(C(N(C23)C)=O)NC(=O)N)C=CC1 (8-(3-Chlorophenoxy)-1-methyl-2-oxo-1,2,3,4-tetrahydroquinolin-3-yl)urea